C(CCCCCC)C1CCC(CC1)C1=CC=C(OC2=C(C=C(C=C2)N)N)C=C1 4-(4-(4-heptyl-cyclohexyl)phenoxy)benzene-1,3-diamine